CN1[C@@H]([C@H](CC1=O)C(=O)NCCNC(=O)C1CCC2(CCN(CC2)C(=O)OC(C)(C)C)CC1)C=1C=NC=CC1 tert-butyl 9-((2-((2S,3S)-1-methyl-5-oxo-2-(pyridin-3-yl)pyrrolidine-3-carboxamido)ethyl)carbamoyl)-3-azaspiro[5.5]undecane-3-carboxylate